isocyanatoamide N(=C=O)[NH-]